CCCCCCCCCCCCCCCCCCCC(=O)O[C@H](COC(=O)CCCC/C=C\C/C=C\C/C=C\C/C=C\CC)COP(=O)(O)OC[C@H](CO)O 1-(6Z,9Z,12Z,15Z-octadecatetraenoyl)-2-eicosanoyl-glycero-3-phospho-(1'-sn-glycerol)